C1(CC1)CN1C(=CC2=CC(=CC(=C12)C1=C(C=NC=C1)CC)C1N(CCN(C1)C1=NC=C(C=C1OC)F)C=O)C1=CCCNC1 2-[1-(Cyclopropylmethyl)-7-(3-ethyl-4-pyridyl)-2-(1,2,3,6-tetrahydropyridin-5-yl)indol-5-yl]-[4-(5-fluoro-3-methoxy-2-pyridyl)piperazin-1-yl]methanone